C1(CC1)CN1C(=CC2=CC(=CC(=C12)C1=C(C=NC=C1)CC)C(=O)N1CCN(CC1)C1=NC=C(C=C1OC)F)C=1CN(CCC1)C(=O)OC(C)(C)C 1-Tert-butyl 3-(1-(cyclopropylmethyl)-7-(3-ethylpyridin-4-yl)-5-(4-(5-fluoro-3-methoxypyridin-2-yl)piperazine-1-carbonyl)-1H-indol-2-yl)-5,6-dihydropyridine-1(2H)-carboxylate